1-((3S,4R)-4-hydroxytetrahydrofuran-3-yl)-N-((5-phenyl-1,3,4-thiadiazol-2-yl)methyl)-1H-1,2,3-triazole-4-carboxamide O[C@@H]1[C@H](COC1)N1N=NC(=C1)C(=O)NCC=1SC(=NN1)C1=CC=CC=C1